ClC=1C(=NC(=C(C(=O)NC2=CC(=CC=C2)C#N)C1)N1CCCCC1)C 5-chloro-N-(3-cyanophenyl)-6-methyl-2-(piperidin-1-yl)nicotinamide